6-[4-(1-hydroxyethyl)phenyl]-N-[2-methyl-5-[[2-[(2S)-2-methylpyrrolidin-1-yl]acetyl]amino]-3-pyridyl]triazolo[1,5-a]pyridine-3-carboxamide OC(C)C1=CC=C(C=C1)C=1C=CC=2N(C1)N=NC2C(=O)NC=2C(=NC=C(C2)NC(CN2[C@H](CCC2)C)=O)C